C(C)C1(OC2=CC=C(C=C2C(C1)=O)C1=NC(=NO1)C=1C=NC(=CC1)F)CC 2,2-diethyl-6-(3-(6-fluoropyridin-3-yl)-1,2,4-oxadiazol-5-yl)chroman-4-one